3-{4-[(phenylsulfonyl)methyl]phenyl}-5-(trifluoromethyl)-4,5-dihydro-1,2-oxazole C1(=CC=CC=C1)S(=O)(=O)CC1=CC=C(C=C1)C1=NOC(C1)C(F)(F)F